C(C)OC[C@H]1N(CCC1)C1=NC(=C2C(=N1)N(N=C2)C2=CC=C(C=C2)F)NC(=O)C=2SC(=CC2)[N+](=O)[O-] (S)-N-(6-(2-(ethoxymethyl)pyrrolidin-1-yl)-1-(4-fluorophenyl)-1H-pyrazolo[3,4-d]pyrimidin-4-yl)-5-nitrothiophene-2-carboxamide